tert-butyl 4-[8-(6-hydroxyhexyl)-2-methylsulfonyl-7-oxo-pyrido[2,3-d]pyrimidin-6-yl]-8-methyl-2,3-dihydroquinoxaline-1-carboxylate OCCCCCCN1C(C(=CC2=C1N=C(N=C2)S(=O)(=O)C)N2CCN(C1=C(C=CC=C21)C)C(=O)OC(C)(C)C)=O